N1(C=CC2=CC=CC=C12)CC(=O)ON=CC1=CC=C(C=C1)C(C)C 4-isopropylbenzaldehyde O-(2-(1H-indol-1-yl)acetyl) oxime